5-(4-bromophenyl)-1H-1,2,3-triazole BrC1=CC=C(C=C1)C1=CN=NN1